FC(C(C)C=1C=C(C=CC1)N1C(C2=CC=CC(=C2C1)C(F)(F)F)=O)C1=NN=CN1C 2-(3-(1-fluoro-1-(4-methyl-4H-1,2,4-triazol-3-yl)propan-2-yl)phenyl)-4-(trifluoromethyl)isoindolin-1-one